ClC=1C=C(C=CC1F)NC(N(CC(C)C)[C@H]1CCCC=2NC(C3=CC(=CC=C3C12)F)=O)=O (S)-3-(3-chloro-4-fluorophenyl)-1-(8-fluoro-6-oxo-1,2,3,4,5,6-hexahydrophenanthridin-1-yl)-1-isobutyl-urea